FC1=C(C(=CC=C1)F)OC1=CC(=C(C=N1)N1N=CC(=C1NC)C(=O)C1=CC=2C(=CC=C3CCN(CC23)C2COC2)N1)C (1-{6-[(2,6-difluorophenyl)oxy]-4-methylpyridin-3-yl}-5-(methylamino)pyrazol-4-yl)[2-(oxetan-3-yl)-2,3,4,7-tetrahydro-1H-pyrrolo[2,3-H]isoquinolin-8-yl]methanone